C(C#C)C(C(=O)OC)CC#C methyl 2-(2-propynyl)-4-pentynoate